[2-(pyrrolidin-3-yl)ethyl]6alpha-hydroxymethyl-7alpha-hydroxyandrostan-17-one N1CC(CC1)CCC[C@@]12C(CC[C@H]1[C@@H]1[C@@H]([C@@H](C3CCCC[C@]3(C)[C@H]1CC2)CO)O)=O